piperidine-3-ol bis(2,2,2-trifluoroacetate) FC(C(=O)O)(F)F.FC(C(=O)O)(F)F.N1CC(CCC1)O